5-chloro-3-methoxyquinolin-2(1H)-one ClC1=C2C=C(C(NC2=CC=C1)=O)OC